ethyl 4-cyclopropyl-1-(2,6-dichlorophenyl)-1H-pyrazole-5-carboxylate C1(CC1)C=1C=NN(C1C(=O)OCC)C1=C(C=CC=C1Cl)Cl